[Si]([O-])([O-])([O-])[O-].[Ca+2].[Ca+2].[Ca+2] Tricalcium silicat